(S)-1,2,3-trimethoxy-N-methyl-7-(3-methylureido)-9-oxo-5,6,7,9-tetrahydrobenzo[a]heptalen-10-carboxamide COC1=C(C(=CC2=C1C1=CC=C(C(C=C1[C@H](CC2)NC(=O)NC)=O)C(=O)NC)OC)OC